C(C)OC(C1=CN=C(C=C1NCCCN1CCCCC1)Cl)=O 6-chloro-4-((3-(piperidin-1-yl)propyl)amino)nicotinic acid ethyl ester